C[C@H](C1=CC=CC=C1)N (R)-(+)-alpha-methyl-benzylamine